N1=CC(=CC=C1)C=1C=C(C=C(C1)C=1C=NC=CC1)C1=CC(=CC=C1)C1=CC(=CC(=C1)C=1C=NC=CC1)C=1C=NC=CC1 1,3-bis[3,5-di(pyridin-3-yl)-phenyl]benzene